10-{4-[(2-aminoethyl)amino]-2,6-difluorophenyl}-4-chloro-8-methyl-9-oxo-6,8,10-triazatricyclo[9.4.0.02,7]pentadeca-1(11),2(7),3,5,12,14-hexaene-13-carbonitrile NCCNC1=CC(=C(C(=C1)F)N1C(N(C=2N=CC(=CC2C=2C=CC(=CC12)C#N)Cl)C)=O)F